C(C)(C)(C)OC(=O)N1CC(OCC1)C1=CC=C(C=C1)Br.CN(C)CC(=O)OCCC 3-(dimethylamino)acetoxypropane tert-Butyl-2-(4-bromophenyl)morpholine-4-carboxylate